N-([2,3'-bipyridin]-5-ylmethyl)-2-(pyridin-3-yl)-9-(tetrahydro-2H-pyran-4-yl)-9H-purin-6-amine N1=C(C=CC(=C1)CNC1=C2N=CN(C2=NC(=N1)C=1C=NC=CC1)C1CCOCC1)C=1C=NC=CC1